(1R,5S,9s)-7-isopropyl-3-oxa-7-azabicyclo[3.3.1]nonan-9-yl (8-amino-7-fluoro-6-(8-methyl-2,3-dihydro-1H-pyrido[2,3-b][1,4]oxazin-7-yl)isoquinolin-3-yl)carbamate NC=1C(=C(C=C2C=C(N=CC12)NC(OC1[C@H]2COC[C@@H]1CN(C2)C(C)C)=O)C2=C(C1=C(OCCN1)N=C2)C)F